ClC=1C=C(C=C(C1OCCCl)Cl)C(C)(C)C1=CC=C(OCC2=NC=NC=C2N(C(OC(C)(C)C)=O)S(=O)(=O)C)C=C1 tert-butyl N-(4-((4-(1-(3,5-dichloro-4-(2-chloroethoxy) phenyl)-1-methyl-ethyl) phenoxy) methyl) pyrimidin-5-yl)-N-methylsulfonyl-carbamate